ClC=1C=CC(=NC1)SC1=CC2=C(NC(=N2)NC(OC)=O)C=C1 Methyl (5-((5-chloropyridin-2-yl)thio)-1H-benzo[d]imidazol-2-yl)carbamate